FC=1C=C(C=C(C1)C(F)(F)F)NC(=O)C1=CSC=2CNCCC21 N-(3-Fluoro-5-(trifluoromethyl)phenyl)-4,5,6,7-tetrahydrothieno[2,3-c]pyridine-3-carboxamide